CN(C(=O)N[C@H]1C(O[C@@H]([C@H]([C@@H]1O)O)CO)O)N=O 1-methyl-1-nitroso-3-((3R,4R,5S,6R)-2,4,5-trihydroxy-6-(hydroxymethyl)tetrahydro-2H-pyran-3-yl)urea